5-(4-methoxyphenyl)-6-phenyl-4-tosyl-1,4-dihydropyrimidine COC1=CC=C(C=C1)C=1C(N=CNC1C1=CC=CC=C1)S(=O)(=O)C1=CC=C(C)C=C1